(22R,23R,24S)-3beta-acetoxy-22,23-dihydroxy-5alpha-cholestan-6-one C(C)(=O)O[C@@H]1C[C@@H]2C(C[C@H]3[C@@H]4CC[C@H]([C@@H]([C@H]([C@@H](CC(C)C)O)O)C)[C@]4(CC[C@@H]3[C@]2(CC1)C)C)=O